2-[(2R)-2-(1-cyclopropylpyrazol-4-yl)tetrahydropyran-4-yl]-4-[4-(difluoromethyl)-2-fluoro-phenyl]-6,7-dimethyl-5,6,7,8-tetrahydropteridine C1(CC1)N1N=CC(=C1)[C@@H]1OCCC(C1)C1=NC=2NC(C(NC2C(=N1)C1=C(C=C(C=C1)C(F)F)F)C)C